C(C)N1C2=NC(=NC(=C2N=C1C1=CC=NC=C1)N1CCOCC1)C1=CN=NC(=C1)C1=CC=CC=C1 4-(9-ethyl-2-(6-phenylpyridazin-4-yl)-8-(pyridin-4-yl)-9H-purin-6-yl)morpholine